levulinic acid, formate salt C(=O)O.C(CCC(=O)C)(=O)O